C(=C)OCCCCOC(NC1=CC(=C(C=C1)C)NC(OCCCCOC=C)=O)=O bis[4-(vinyloxy)butyl](4-methyl-1,3-phenylene)-biscarbamate